ethylidene-4-phenylthiosemicarbazide C(C)=NNC(=S)NC1=CC=CC=C1